N-[[6-[(4-fluorophenyl)methylcarbamoyl]-6-azaspiro[2.5]octan-2-yl]methyl]furo[2,3-c]pyridine-2-carboxamide FC1=CC=C(C=C1)CNC(=O)N1CCC2(C(C2)CNC(=O)C2=CC=3C(=CN=CC3)O2)CC1